C1(CC1)C=1N=C(SC1)C1=NC(=C(C(=N1)O)OC)O 2-(4-cyclopropylthiazol-2-yl)-5-methoxypyrimidine-4,6-diol